N-(beta-hydroxy-propyl)-p-phenylenediamine OC(CNC1=CC=C(C=C1)N)C